(S)-3-cyclopentyldihydrofuran-2(3H)-one C1(CCCC1)[C@H]1C(OCC1)=O